(R,E)-N-(4-((4-([1,2,4]triazolo[1,5-a]pyridin-7-yloxy)-2-methoxy-5-methylphenyl)amino)-7-methoxy-quinazolin-6-yl)-2-fluoro-3-(pyrrolidin-2-yl)acrylamide N=1C=NN2C1C=C(C=C2)OC2=CC(=C(C=C2C)NC2=NC=NC1=CC(=C(C=C21)NC(/C(=C\[C@@H]2NCCC2)/F)=O)OC)OC